BrC=1C=C(C=C(C1)Br)N(C1=CC=CC=2SC3=C(C21)C=CC=C3)C3=CC=CC=C3 N-(3,5-dibromophenyl)-N-phenyldibenzo[b,d]thiophen-1-amine